quinazoline-4(3H)-one N1=CNC(C2=CC=CC=C12)=O